C(N)(=O)C1=CC=C(C=C1)NC(C1=C(C=C(C=C1)C(F)(F)F)OC1=C(C=C(C=C1)F)C)=O N-(4-carbamoylphenyl)-2-(4-fluoro-2-methylphenoxy)-4-(trifluoromethyl)benzamide